ClC1=C(C=C(C=C1)CC)F 1-chloro-4-ethyl-2-fluoro-benzene